benzyl (3-(hydroxymethyl)bicyclo[1.1.1]pentan-1-yl)carbamate OCC12CC(C1)(C2)NC(OCC2=CC=CC=C2)=O